(2R,3R)-3-(3-(4-(4-fluoro-3-trifluoromethylbenzyloxy)phenyl)isoxazol-5-yl)-2-(2,4-difluorophenyl)-1-(1H-1,2,4-triazol-1-yl)butan-2-ol FC1=C(C=C(COC2=CC=C(C=C2)C2=NOC(=C2)[C@@H]([C@@](CN2N=CN=C2)(O)C2=C(C=C(C=C2)F)F)C)C=C1)C(F)(F)F